4-Methylene-7-(trifluoromethyl)isochromane C=C1COCC2=CC(=CC=C12)C(F)(F)F